(R)-1-(5-fluoro-2-methoxypyridin-3-yl)-2-methylpropan-1-amine FC=1C=C(C(=NC1)OC)[C@@H](C(C)C)N